C(C)C1(C(OC(C1)CCN1CC2CN(CC2C1)C1=CC(=CC=C1)OC)=O)CC 3,3-diethyl-5-(2-(5-(3-methoxyphenyl)hexahydropyrrolo[3,4-c]pyrrol-2(1H)-yl)ethyl)dihydrofuran-2(3H)-one